C1[IH]O[IH]1 methylenediiodooxide